C(C)(C)(C)C1=CC(=NO1)C[C@@H]1[C@@H]([C@H]([C@H]([C@H](O1)CO)O)N1N=NC(=C1)C1=C(C(=C(C=C1)C)F)F)OC (2R,3R,4S,5R,6R)-6-((5-(tert-butyl)isoxazol-3-yl)methyl)-4-(4-(2,3-difluoro-4-methylphenyl)-1H-1,2,3-triazol-1-yl)-2-(hydroxymethyl)-5-methoxytetrahydro-2H-pyran-3-ol